2-[7-(aminomethyl)-3-[3-(4-fluorosulfonyloxynaphthalen-1-yl)-1H-pyrazolo[3,4-b]pyrazin-6-yl]-3-azabicyclo[4.1.0]heptan-7-yl]-4-methyl-1,3-thiazole NCC1(C2CCN(CC12)C1=CN=C2C(=N1)NN=C2C2=CC=C(C1=CC=CC=C21)OS(=O)(=O)F)C=2SC=C(N2)C